2-(2-chlorophenyl)-N-((methyl-d3)carbonothioyl)-2-(4-(trifluoromethyl)pyridin-2-yl)acetamide ClC1=C(C=CC=C1)C(C(=O)NC(=S)C([2H])([2H])[2H])C1=NC=CC(=C1)C(F)(F)F